FC=1C=C(CC2=CC(NN=C2)=O)C=C(C1)C(F)(F)F 5-(3-fluoro-5-(trifluoromethyl)benzyl)pyridazin-3(2H)-one